CN1C(=NN=C1)C1=C(C=CC=C1)C1=CC(=CC=C1)N1CC2=C(C=C(C=C2C1=O)C=O)C(F)(F)F 2-(2'-(4-Methyl-4H-1,2,4-triazol-3-yl)-[1,1'-biphenyl]-3-yl)-3-oxo-7-(trifluoromethyl)isoindoline-5-carbaldehyde